C(#N)C=1C2=C(SC1NC(=O)C1=CC=CC3=CC=CC=C13)C=CC=C2 N-(3-cyanobenzo[b]thiophen-2-yl)-1-naphthamide